(4-((5-(2,4-dimethyl-2H-indazol-5-yl)-2,6-naphthyridin-3-yl)amino)phenyl)(imino)(methyl)-λ6-sulfanone CN1N=C2C=CC(=C(C2=C1)C)C1=C2C=C(N=CC2=CC=N1)NC1=CC=C(C=C1)S(=O)(C)=N